C(=C)C1=CC=C(COC2=CC=C(C(=O)C3=CC=C(C=C3)O)C=C2)C=C1 4-(4-vinylbenzyloxy)-4'-hydroxybenzophenone